O1C2=C(OCC1)C=C(C=C2)NC2=NC1=CC=C(C=C1C(=N2)NCCCO)F 3-((2-((2,3-dihydrobenzo[b][1,4]dioxin-6-yl)amino)-6-fluoroquinazolin-4-yl)amino)propan-1-ol